C(CCCCCCCCCCC)C1=CCCC=2C=CC3=CC=CC=C3C12 4-1-dodecyl-1H-phenanthrene